(S)-3-(benzo[d][1,3]dioxol-4-yloxy)-3-(5-bromothiophen-2-yl)-N-ethyl-N-propylpropan-1-amine O1COC2=C1C=CC=C2O[C@@H](CCN(CCC)CC)C=2SC(=CC2)Br